2-hydroxy-1-[4-[4-(2-hydroxy-2-methylpropanoyl)-benzyl]phenyl]-2-methylpropan-1-one OC(C(=O)C1=CC=C(C=C1)CC1=CC=C(C=C1)C(C(C)(C)O)=O)(C)C